CC(CCOC=1C=C(C=CC1)C1=C(N=C(S1)NS(=O)(=O)C1=CC(=CC=C1)[N+](=O)[O-])C1=C(C=CC=C1)C(C)C)(C)C N-(5-(3-(3,3-dimethylbutoxy)phenyl)-4-(2-isopropylphenyl)thiazol-2-yl)-3-nitrobenzenesulfonamide